C(C)(C)(C)NS(=O)(=O)C=1C=C(C=CC1)NC(C1=C(N=C(C=C1)[C@@](C(F)(F)F)(C)O)N1CCC2(CC2)CC1)=O |r| racemic-N-(3-(N-(tert-butyl)sulfamoyl)phenyl)-2-(6-azaspiro[2.5]octan-6-yl)-6-(1,1,1-trifluoro-2-hydroxypropan-2-yl)nicotinamide